BrC1=CN=C(S1)I 5-bromo-2-iodothiazole